C1(=CC=CC=C1)C1=CC=C(C(=O)N2[C@@H]([C@@H](NCC2)C(=O)O)C(=O)O)C=C1 cis-4-(4-phenylbenzoyl)piperazine-2,3-dicarboxylic acid